4-bromo-1,8-naphthyridine BrC1=CC=NC2=NC=CC=C12